4-(4-(trifluoromethyl)phenyl)-1,2,4-triazolidine-3,5-dione FC(C1=CC=C(C=C1)N1C(NNC1=O)=O)(F)F